N-Ethyl-5-fluoro-N-isopropyl-2-((4-((piperidin-4-ylmethyl)amino)pyrimidin-5-yl)oxy)benzoylamine C(C)N(C(C)C)C(C1=C(C=CC(=C1)F)OC=1C(=NC=NC1)NCC1CCNCC1)=O